C1(=CC=CC=C1)NCCOCCOCCOCC(=O)OC(C)(C)C tert-butyl 2-(2-(2-(2-(phenylamino)ethoxy)ethoxy)ethoxy)acetate